(2-methylphenyl)acethydrazide CC1=C(C=CC=C1)CC(=O)NN